(3S,5S)-N-(3,4-Difluorophenyl)-N-ethyl-3-hydroxy-1'-(6-methyl-4-(trifluoromethyl)pyridin-2-yl)-[1,3'-bipyrrolidine]-5'-carboxamide FC=1C=C(C=CC1F)N(C(=O)C1CC(CN1C1=NC(=CC(=C1)C(F)(F)F)C)N1C[C@H](CC1)O)CC